(E)-5-(2-(2-(4-fluorophenyl)hydrazono)ethylidene)-2,2-dimethyl-1,3-dioxane-4,6-dione FC1=CC=C(C=C1)N\N=C\C=C1C(OC(OC1=O)(C)C)=O